[4-(trifluoromethyl)pyrimidin-2-yl]benzonitrile FC(C1=NC(=NC=C1)C1=C(C#N)C=CC=C1)(F)F